NC=1C(=NC(=CN1)Br)C1=NOC(=C1)C1=CC=C(CN(C(OC(C)(C)C)=O)C)C=C1 tert-butyl (4-(3-(3-amino-6-bromopyrazin-2-yl)isoxazole-5-yl)benzyl)(methyl)carbamate